BrC=1C=C(/C=C/C2SC3=C(N2C)C=CC=C3)C=C(C1O)Br (E)-2-(3,5-dibromo-4-hydroxystyryl)-3-methylbenzo[d]thiazole